C(CC(C)C)NC(=O)N1C=NC2=C1C=CC=C2N2CCN(CC2)CC(F)(F)F N-iso-Pentyl-4-(4-(2,2,2-trifluoroethyl)piperazin-1-yl)-1H-benzo[d]imidazole-1-carboxamide